2,2-dimethyl-7-(4,4,5,5-tetramethyl-1,3,2-dioxaborolan-2-yl)-1,2-dihydroquinoline CC1(NC2=CC(=CC=C2C=C1)B1OC(C(O1)(C)C)(C)C)C